CNC(=O)C1=CC=C(O1)CCC(=O)[O-] 3-[5-(methylcarbamoyl)furan-2-yl]propanoate